6,12-dibromo-2-(5-{3-oxa-7-azabicyclo[3.3.1]nonan-7-yl}pentyl)-9-oxa-2,4-diazatricyclo[8.4.0.0^{3,8}]tetradeca-1(10),3(8),4,6,11,13-hexaene BrC=1C=NC=2N(C=3C=CC(=CC3OC2C1)Br)CCCCCN1CC2COCC(C1)C2